NC1=NC(=C(C=2N1C(N(N2)CC21CC(C2)(C1)F)=O)C1=CC(=NC(=C1)C)CO)C1=CC=CC=C1 5-amino-2-[(3-fluoro-1-bicyclo[1.1.1]pentyl)methyl]-8-[2-(hydroxymethyl)-6-methyl-4-pyridinyl]-7-phenyl-[1,2,4]triazolo[4,3-c]pyrimidin-3-one